FC1(CN(CC(C1)COS(=O)(=O)C)C(=O)OC(C)(C)C)F tert-Butyl 3,3-Difluoro-5-(methylsulfonyloxymethyl)piperidine-1-carboxylate